FC(C1=NC=C(C(=O)N(C)C[C@@H](CC2=CC=CC=C2)O)C=C1C#CC=1C=NN(C1)C)F (R)-6-(difluoromethyl)-N-(2-hydroxy-3-phenylpropyl)-N-methyl-5-((1-methyl-1H-pyrazol-4-yl)ethynyl)nicotinamide